1-(7-morpholino-2-(pyridin-4-yl)pyrazolo[1,5-a]pyrimidin-5-yl)-3-phenylpyrrolidin-2-one O1CCN(CC1)C1=CC(=NC=2N1N=C(C2)C2=CC=NC=C2)N2C(C(CC2)C2=CC=CC=C2)=O